CC1=NNC(=C1C1=CC=C(NC([C@H]([C@@H]2CCC3=CC=C(C=C23)C=2C=C3CCN(CC3=CC2)C)NC(=O)C=2N(N=CC2)C)=O)C=C1)C N-[(1S)-2-[4-(3,5-dimethyl-1H-pyrazol-4-yl)anilino]-1-[(1R)-6-(2-methyl-3,4-dihydro-1H-isoquinolin-6-yl)indan-1-yl]-2-oxo-ethyl]-2-methyl-pyrazole-3-carboxamide